OC(/C=C/C=C\C\C=C/CCCCCCC(=O)O)CCCCC 15-hydroxy-eicosa-8Z,11Z,13E-trienoic acid